(R)-(5-(1,4-dimethyl-1H-pyrazol-5-yl)-1,3,4-oxadiazol-2-yl)(4-(4-methylpyrazolo[1,5-a]pyridin-2-yl)-6,7-dihydro-1H-imidazo[4,5-c]pyridin-5(4H)-yl)methanone CN1N=CC(=C1C1=NN=C(O1)C(=O)N1[C@H](C2=C(CC1)NC=N2)C2=NN1C(C(=CC=C1)C)=C2)C